NC=1C=NN2C1N=C(C=C2)N2C(CCC2)C=2C(=NC=C(C2)F)C(C(=O)OCCCCCC(CCCC(CC)C2=CC=CC=C2)C2=CC=CC=C2)CC 6,10-diphenyl-dodecanol (3-(1-(3-aminopyrazolo[1,5-a]pyrimidin-5-yl)pyrrolidin-2-yl)-5-fluoropyridin-2-yl)butanoate